CC1=CC=C(C=N1)OCCN(CCCC(=O)O)CCCCC1=NC=2NCCCC2C=C1 4-((2-((6-methylpyridin-3-yl)oxy)ethyl)(4-(5,6,7,8-tetrahydro-1,8-naphthyridin-2-yl)butyl)amino)butanoic acid